3-chloro-N-(2-oxoindolin-5-yl)propionamide ClCCC(=O)NC=1C=C2CC(NC2=CC1)=O